FCC(=C)CF 1,1-bis(fluoromethyl)-ethylene